5-Fluoro-7-(((cis)-3-fluoro-1-methylpiperidin-4-yl)methoxy)-2-(((tetrahydro-2H-pyran-4-yl)thio)methyl)quinazolin-4(3H)-one FC1=C2C(NC(=NC2=CC(=C1)OC[C@@H]1[C@@H](CN(CC1)C)F)CSC1CCOCC1)=O